(1S,2S,4R)-2-fluoro-4-(5-(1-methyl-3-((trifluoromethoxy)methyl)-1H-pyrazole-5-carboxamido)-1H-pyrazol-3-yl)cyclopentyl bicyclo[1.1.1]pentan-1-ylcarbamate C12(CC(C1)C2)NC(O[C@@H]2[C@H](C[C@@H](C2)C2=NNC(=C2)NC(=O)C2=CC(=NN2C)COC(F)(F)F)F)=O